ClC1=NC=C(C(=C1)C1=C(C=NC(=C1)C)C(=O)NC=1SC2=C(N1)C=C(C=C2)C(NCCOC)=O)OC 2'-chloro-5'-methoxy-N-{5-[(2-methoxyethyl)carbamoyl]-1,3-benzothiazol-2-yl}-6-methyl-[4,4'-bipyridine]-3-carboxamide